F[C@@H]1[C@H]2CC[C@@H](C[C@@H]1N(C=1N=CC(=NC1)C1=C(C=C(C=C1)C=1N=NC(=CC1)C)O)C)N2 2-(5-{[(1R,2R,3S,5S)-2-fluoro-8-azabicyclo[3.2.1]octan-3-yl](methyl)amino}pyrazin-2-yl)-5-(6-methylpyridazin-3-yl)phenol